C(C1=CC=CC=C1)OC1=C2CCN(CC2=CC=C1OC)C=1OC2=C(N1)C=CC(=C2)C(C)C (S)-5-(benzyloxy)-2-(6-isopropylbenzo[d]oxazol-2-yl)-6-methoxy-1,2,3,4-tetrahydroisoquinoline